C(C=C)(=O)OCOP(=O)(O)O acryloyloxymethyldihydrogenphosphate